N-cyclobutyl-7-(methylamino)-5-((2-oxo-2H-[1,2'-bipyridin]-3-yl)amino)pyrazolo[1,5-a]pyrimidine-3-carboxamide C1(CCC1)NC(=O)C=1C=NN2C1N=C(C=C2NC)NC=2C(N(C=CC2)C2=NC=CC=C2)=O